(R)-2-((5-(2-(6-((3,3-difluoropropyl)amino)-2-methylhexan-3-yl)-2,6-diazaspiro[3.4]octan-6-yl)-1,2,4-triazin-6-yl)oxy)-N-ethyl-5-fluoro-N-isopropylbenzamide FC(CCNCCC[C@H](C(C)C)N1CC2(C1)CN(CC2)C=2N=CN=NC2OC2=C(C(=O)N(C(C)C)CC)C=C(C=C2)F)F